C1(CC1)N[C@@H]1CCN2C3=C(C(C4=CC(=CC1=C24)F)=O)C2=CC4=C(C(N2C3)=O)COC([C@]4(O)CC)=O (3R,9S)-3-(cyclopropylamino)-9-ethyl-5-fluoro-9-hydroxy-2,3,12,15-tetrahydro-1H,7H,13H-pyrano[3',4':6,7]indolizino[2,1-b]pyrido[3,2,1-ij]quinoline-7,10,13(9H)-trione